4-[2-(5-cyclopropyl-4,7-difluoro-3,3-dimethyl-2-oxoindol-1-yl)acetamido]-2,3-dimethylbutyric acid C1(CC1)C=1C(=C2C(C(N(C2=C(C1)F)CC(=O)NCC(C(C(=O)O)C)C)=O)(C)C)F